6Z-nonadienol C(=CC=CCCCCC)O